CN(C1=CC=C(C=C1)C1=NC2=C(N1)C=CC(=C2)N)C 2-(4-(dimethylamino)phenyl)-1H-benzo[d]imidazol-5-amine